(R)-N-(5-(5-ethyl-1,2,4-oxadiazol-3-yl)-2,3-dihydro-1H-inden-1-yl)-4-(hydroxymethyl)picolinamide C(C)C1=NC(=NO1)C=1C=C2CC[C@H](C2=CC1)NC(C1=NC=CC(=C1)CO)=O